1-(tert-butyl) 2-methyl (2S,4S)-4-(5-(benzyloxy)-2-methylbenzofuran-3-carboxamido)pyrrolidine-1,2-dicarboxylate C(C1=CC=CC=C1)OC=1C=CC2=C(C(=C(O2)C)C(=O)N[C@H]2C[C@H](N(C2)C(=O)OC(C)(C)C)C(=O)OC)C1